2-chloro-7-methyl-7-(2,2,2-trifluoroethyl)-5,7-dihydrofuro[3,4-d]pyrimidin-5-ol ClC=1N=CC2=C(N1)C(OC2O)(CC(F)(F)F)C